C(C1=CC=CC=C1)C(C(=O)O)(C(=O)O)OC[C@H]1O[C@H]([C@@H]([C@@]1(O)C#C)O)N1C2=NC(=NC(=C2N=C1)NCCO)Cl 2-benzyl-2-(((2R,3S,4R,5R)-5-(2-chloro-6-((2-hydroxyethyl)amino)-9H-purin-9-yl)-3-ethynyl-3,4-dihydroxytetrahydrofuran-2-yl)methoxy)malonic acid